P(=O)(O)(O)OCC(C(=O)[O-])O 3-Phospho-glycerat